2-[6-(ethoxycarbonyl)-1-[2-(2-ethylphenyl)ethyl]-5-methyl-2,4-dioxo-1H,2H,3H,4H-thieno[2,3-d]pyrimidin-3-yl]-2-methylpropionic acid C(C)OC(=O)C1=C(C2=C(N(C(N(C2=O)C(C(=O)O)(C)C)=O)CCC2=C(C=CC=C2)CC)S1)C